FC1=CC=C(C=C1)[C@H]1C2=C(N(C([C@H]1NC(C1=CC(=CC=C1)C)=O)=O)CC(F)(F)F)N(N=C2C)C2=CC=CC=C2 N-[(4S,5S)-4-(4-fluorophenyl)-3-methyl-6-oxo-1-phenyl-7-(2,2,2-trifluoroethyl)-1H,4H,5H,6H,7H-pyrazolo[3,4-b]pyridin-5-yl]-3-methylbenzamide